C1(=CC=CC2=CC=CC=C12)C1=CC1(C(=O)O)C(=O)O 1-naphthyl-3,3-dicarboxylcyclopropene